triethylene glycol di(para-toluenesulfonate) CC1=CC=C(C=C1)S(=O)(=O)OCCOCCOCCOS(=O)(=O)C1=CC=C(C)C=C1